ClC=1C=C(C=CC1)C(CC1=CC(=CC=C1)Cl)OC(=O)N[C@H](C(=O)N[C@H](C(=O)OC)C[C@H]1C(NCC1)=O)CC1CCCCC1 methyl (2S)-2-((2S)-2-(((1,2-bis(3-chlorophenyl)ethoxy)carbonyl)amino)-3-cyclohexylpropanamido)-3-((S)-2-oxopyrrolidin-3-yl)propanoate